C(C)N1C(=NC2=C1C=CC(=C2)C(=O)NCCO)NC=2OC1=C(N2)C=CC(=C1)OC(F)(F)F 1-ethyl-N-(2-hydroxyethyl)-2-((6-(trifluoromethoxy)benzo[d]oxazol-2-yl)amino)-1H-benzo[d]imidazole-5-carboxamide